(2-(trifluoromethyl)-6,7-dihydro-5H-benzo[c]imidazo[1,2-a]azepin-9-yl)methanamine FC(C=1N=C2N(CCCC3=C2C=CC(=C3)CN)C1)(F)F